(6aR)-8-acryloyl-4-chloro-1-(2,2-dimethylmorpholino)-3-(2-fluoro-6-hydroxyphenyl)-6,6a,7,8,9,10-hexahydro-12H-pyrazino[2,1-c]pyrido[3,4-f][1,4]oxazepin-12-one C(C=C)(=O)N1C[C@@H]2COC3=C(C(N2CC1)=O)C(=NC(=C3Cl)C3=C(C=CC=C3O)F)N3CC(OCC3)(C)C